ClC=1C=C(C=C(C1OC=1C=C2C=CC(=NC2=CC1)C1CC1)Cl)NC(=O)C1=NOC(N1)=O N-(3,5-dichloro-4-((2-cyclopropylquinolin-6-yl)oxy)phenyl)-5-oxo-4,5-dihydro-1,2,4-oxadiazole-3-carboxamide